C(C)N1C=C(C(C2=CC(=C(N=C12)N1CCN(CC1)C(CCC(=O)NC1=CC(=C(C=C1)C(=O)OC)O)=O)F)=O)C(=O)O 1-Ethyl-6-fluoro-7-(4-(4-((3-hydroxy-4-(methoxycarbonyl)phenyl)amino)-4-oxobutanoyl)piperazin-1-yl)-4-oxo-1,4-dihydro-1,8-naphthyridine-3-carboxylic acid